1,1-dimethyl-2,3,4,5-tetraphenylsilole C[Si]1(C(=C(C(=C1C1=CC=CC=C1)C1=CC=CC=C1)C1=CC=CC=C1)C1=CC=CC=C1)C